O=C1N(C(C=C1)=O)CCOCCOCCOCCOCCC(=O)N[C@@H](C(C)C)C(N[C@@H](C)C(NC1=CC=C(C=C1)CI)=O)=O 1-(2,5-dioxo-2,5-dihydro-1H-pyrrol-1-yl)-N-[(1S)-1-{[(1S)-1-{[4-(iodomethyl)phenyl]carbamoyl}ethyl]carbamoyl}-2-methylpropyl]-3,6,9,12-tetraoxapentadecan-15-amide